S1N=NC2=C1C(=CC=C2)NC(SC)=O S-methyl 1,2,3-benzothiadiazole-7-thiocarbamate